BrC1=CC=2NC(C3N(C2N=C1)CCN(C3)C(=O)OCC3=CC=CC=C3)=O Benzyl 3-bromo-6-oxo-6a,7,9,10-tetrahydro-5H-pyrazino[1,2-a]pyrido[3,2-e]pyrazine-8(6H)-carboxylate